NC=1C(=NN(C1)COCC[Si](C)(C)C)OCCO 2-((4-amino-1-((2-(trimethylsilyl)ethoxy)methyl)-1H-pyrazol-3-yl)oxy)ethan-1-ol